The molecule is an organophosphate oxoanion obtained by deprotonation of the phosphate OH groups of valienone 7-phosphate; major species at pH 7.3. C1=C([C@H]([C@@H]([C@H](C1=O)O)O)O)COP(=O)([O-])[O-]